methyl 1-[(4-methoxyphenyl)methyl]-5-oxopyrrolidine-3-carboxylate COC1=CC=C(C=C1)CN1CC(CC1=O)C(=O)OC